CC1=CC(=NO1)CC=O 2-(5-methylisoxazol-3-yl)ethan-1-one